N-(3'-bromo-2,2'-dimethyl-[1,1'-biphenyl]-3-yl)-3-vinyl-1,7-naphthyridin-8-amine BrC=1C(=C(C=CC1)C1=C(C(=CC=C1)NC=1N=CC=C2C=C(C=NC12)C=C)C)C